ClC1=C(C(=CC=C1)F)CC(=O)N1[C@H](C2=CC=CC(=C2C[C@@H]1CO)C=1C=NNC1)C 2-(2-chloro-6-fluorophenyl)-1-((1S,3R)-3-(hydroxymethyl)-1-methyl-5-(1H-pyrazol-4-yl)-3,4-dihydroisoquinolin-2(1H)-yl)ethan-1-one